C1(=CC=CC=C1)N(C(=O)N1[C@@H]([C@H]2CC[C@@H](C1)N2C(N(CC2=CC=C(C=C2)C=C)C)=O)C(=O)O)C2=CC=CC=C2 (1R,2S,5S)-3-(diphenylcarbamoyl)-8-(methyl-(4-vinylbenzyl)carbamoyl)-3,8-diazabicyclo[3.2.1]octane-2-carboxylic acid